neopentyl glycol adipate oleate C(CCCCCCC\C=C/CCCCCCCC)(=O)O.C(CCCCC(=O)O)(=O)O.OCC(C)(CO)C